O(C(C(=O)O)CC(=O)O)C(C(=O)O)CC(=O)O oxodisuccinic acid